ClC1=CC(=C(N=N1)N1CC2(C1)COC(C2)=O)C(=O)OC(C)(C)C tert-butyl 6-chloro-3-{7-oxo-6-oxa-2-azaspiro[3.4]octan-2-yl}pyridazine-4-carboxylate